(2R)-2-[(2R)-2,4-dimethylpiperazin-1-yl]-N-(3-{5-fluoro-2-[(3-methoxy-1-methyl-1H-pyrazol-4-yl)amino]pyrimidin-4-yl}-1H-indol-7-yl)propanamide C[C@H]1N(CCN(C1)C)[C@@H](C(=O)NC=1C=CC=C2C(=CNC12)C1=NC(=NC=C1F)NC=1C(=NN(C1)C)OC)C